pyrimido[6',1':2,3]imidazo[4,5-b][1,6]naphthyridin-12(5H)-one C1=C2C(C3=C(NC2=CC=N1)N1C(=N3)C=CN=C1)=O